C=1(C(C(=O)OC)=CC=CC1)C=1C(C(=O)OC)=CC=CC1 dimethyl diphenate